N1(CCCCC1)C(=O)ON(C1=C(C=CC=C1C(F)(F)F)C#N)C(C)(C)C tert-butyl-((2-cyano-6-(trifluoromethyl) phenyl) amino) piperidine-1-carboxylate